4-chloro-6-(3,5-dimethoxyphenyl)-2-methyl-5-(2,4,6-trifluorophenyl)pyrimidine ClC1=NC(=NC(=C1C1=C(C=C(C=C1F)F)F)C1=CC(=CC(=C1)OC)OC)C